N-methyl-2-(tetrahydro-2H-pyran-4-yl)-1H-benzo[d]imidazole-5-carboxamide hydrochloride Cl.CNC(=O)C1=CC2=C(NC(=N2)C2CCOCC2)C=C1